(2S,3R)-2-(3-(4,5-dichloro-1H-benzo[d]imidazol-1-yl)propyl)piperidin-3-ol ClC1=C(C=CC=2N(C=NC21)CCC[C@@H]2NCCC[C@H]2O)Cl